N-[4-chloro-3-(cyclopropylcarbamoyl)phenyl]-2-methyl-5-(1,1,2,2,2-pentafluoroethyl)-4-(trifluoromethyl)pyrazole-3-carboxamide indeneAt C1(C=CC2=CC=CC=C12)C(=O)O.ClC1=C(C=C(C=C1)NC(=O)C=1N(N=C(C1C(F)(F)F)C(C(F)(F)F)(F)F)C)C(NC1CC1)=O